6-((Benzyloxy)methyl)pyridin-3-amine C(C1=CC=CC=C1)OCC1=CC=C(C=N1)N